C(C)N(C(C1=C(C=CC(=C1)F)OC1=C(N=CN=N1)N1CC2(CN(C2)[C@H](C(C)C)CCCN(C)CC)CC1)=O)C(C)C (S)-N-ethyl-2-((5-(2-(6-(ethyl(methyl)amino)-2-methylhexan-3-yl)-2,6-diazaspiro[3.4]octan-6-yl)-1,2,4-triazin-6-yl)oxy)-5-fluoro-N-isopropylbenzamide